CC1=CC=C(C=N1)CNC(=O)C=1SC(=NN1)CCCCN1N=NC(=C1)C(NCC1=CC(=CC=C1)OC(F)(F)F)=O N-[(6-methylpyridin-3-yl)methyl]-5-{4-[4-({[3-(trifluoromethoxy)phenyl]methyl}carbamoyl)-1H-1,2,3-triazol-1-yl]butyl}-1,3,4-thiadiazole-2-carboxamide